IC(C1=CC=CC=C1)C#N α-Iodobenzyl cyanide